2-cyclohexyl-7-(cyclopentylamino)-8-(naphthalen-1-ylmethyl)-6-oxo-9-(3-(trifluoromethyl)phenyl)-3,4-dihydro-2H,6H-pyrido[1,2-e][1,2,5]thiadiazine-4-carboxylic acid 1,1-dioxide C1(CCCCC1)N1S(C=2N(C(C1)C(=O)O)C(C(=C(C2C2=CC(=CC=C2)C(F)(F)F)CC2=CC=CC1=CC=CC=C21)NC2CCCC2)=O)(=O)=O